4-(1-(2-Chloro-4-(((cyclopropylmethyl)amino)methyl)phenyl)-1H-imidazol-4-yl)-N-(1-(methylsulfonyl)piperidin-4-yl)-5-(trifluoromethyl)pyrimidin-2-amine ClC1=C(C=CC(=C1)CNCC1CC1)N1C=NC(=C1)C1=NC(=NC=C1C(F)(F)F)NC1CCN(CC1)S(=O)(=O)C